ClC1=C(C(=CC=C1)F)C=1N(C=2C(=C3N=C(C=NC3=CC2)C=2C=CC(=NC2)N2CCN(CC2)C(C)=O)N1)C 1-(4-(5-(2-(2-Chloro-6-fluorophenyl)-3-methyl-3H-imidazo[4,5-f]quinoxalin-8-yl)pyridin-2-yl)piperazin-1-yl)ethan-1-one